ClC=1C=CC2=C(C=C(O2)C(=O)NCC2CCN(CC2)C(=O)C=2OC(=NN2)C2=CC=C(C=C2)Cl)C1 5-chloro-N-((1-(5-(4-chlorophenyl)-1,3,4-oxadiazole-2-carbonyl)piperidin-4-yl)methyl)benzofuran-2-carboxamide